bromo-amide Br[NH-]